ClC(=C[C@H]1C([C@@H]1C(=O)OCC1=C(C(=C(C(=C1F)F)C)F)Br)(C)C)Cl 2-bromo-4-methyl-3,5,6-trifluorobenzyl (1RS)-trans-3-(2,2-dichloro-1-ethenyl)-2,2-dimethylcyclopropanecarboxylate